CC1=C2C=NNC2=CC=C1NC1=NNC(=C1)C1=CC=C(C=C1)O 4-(3-((4-methyl-1H-indazol-5-yl)amino)-1H-pyrazol-5-yl)phenol